24-vinyl-5alpha-cholestane C(=C)C(C(C)C)CC[C@@H](C)[C@H]1CC[C@H]2[C@@H]3CC[C@H]4CCCC[C@]4(C)[C@H]3CC[C@]12C